benzo[d][1,3,2]dioxaphospholane O1POC2=C1C=CC=C2